Tert-Butyl 1-[(6-methoxypyridin-2-yl)methyl]-1H,4H,5H,6H,7H-imidazo[4,5-c]pyridine-5-carboxylate COC1=CC=CC(=N1)CN1C=NC=2CN(CCC21)C(=O)OC(C)(C)C